1,4,8,11-Tetraaza-1,4,8,11-tetramethylcyclotetradecane CN1CCN(CCCN(CCN(CCC1)C)C)C